trifluoropropiophenone FC(CC(=O)C1=CC=CC=C1)(F)F